N-(tert-Butoxycarbonyl)-O-(tetrahydro-2H-pyran-4-yl)-L-serine C(C)(C)(C)OC(=O)N[C@@H](COC1CCOCC1)C(=O)O